C(#N)N=C(N[C@H]1COCCC1)C1=CN=C2N1N=C(C=C2)N2C(CCC2)C2=C(C=CC(=C2)F)SC N'-cyano-6-[2-[5-fluoro-2-(methylsulfanyl)phenyl]pyrrolidin-1-yl]-N-[(3R)-oxan-3-yl]imidazo[1,2-b]pyridazine-3-carboximidamid